C(C(C)=C)OCC(C(=O)OCCCCCCCCCCCCC)=C tridecyl α-methallyloxymethylacrylate